benzyl N-[trans-(7RS,9RS)-3-cyclopropyl-5-(isobutylsulfamoyl)-9-(pyridine-3-carbonylamino)-8,9-dihydro-7H-cyclopenta[h]isoquinolin-7-yl]carbamate C1(CC1)C=1N=CC2=C3C(=CC(=C2C1)S(NCC(C)C)(=O)=O)[C@@H](C[C@H]3NC(=O)C=3C=NC=CC3)NC(OCC3=CC=CC=C3)=O |r|